C(C)(=O)N1CC(CC1)(C(F)(F)F)N1C=C2C(=NN(C(C2=CC1=O)=O)C)Cl 6-(1-acetyl-3-(trifluoromethyl)pyrrolidin-3-yl)-4-chloro-2-methyl-2,6-dihydropyrido[3,4-d]pyridazine-1,7-dione